C(CCCCCCCC)(=O)OCC(CO)(COCC(CO)(CO)CO)CO dipentaerythritol monopelargonate